N-(3-amino-4-(4-methylpiperazin-1-yl)phenyl)-4-((8-methyl-2,3-dihydro-1H-pyrido[2,3-b][1,4]oxazin-7-yl)amino)-2-oxo-1,2-dihydropyridine-3-carboxamide NC=1C=C(C=CC1N1CCN(CC1)C)NC(=O)C=1C(NC=CC1NC1=C(C2=C(OCCN2)N=C1)C)=O